CN1C=NC=C1C(=O)ON=CC1=CC=C(C=C1)C 4-Methylbenzaldehyde-O-(1-methyl-1H-imidazole-5-carbonyl) oxime